CC=1C=CC=2N(C3=CC=C(C=C3C2C1)C)CCCCCCCCP(O)(O)=O [8-(3,6-dimethyl-9H-carbazol-9-yl)octyl]phosphonic acid